FC1=C(C=CC=C1F)C1(CC1)OCC(=O)N1CC2CCC(C1)N2C2=NC=C(C#N)C=C2 6-(3-(2-(1-(2,3-difluorophenyl)cyclopropoxy)acetyl)-3,8-diazabicyclo[3.2.1]octan-8-yl)nicotinonitrile